C(C)C=1N=C2N(C=C(C=C2)N)C1N(C)C=1SC=C(N1)C1=CC=C(C=C1)F 2-Ethyl-N-[4-(4-fluoro-phenyl)-thiazol-2-yl]-N-methyl-imidazo[1,2-a]pyridine-3,6-diamine